(R)-N-(2-(3-hydroxypyrrolidin-1-yl)ethyl)-7-oxo-7H-benzo[h]pyrido[2,1-b]quinazoline-12-carboxamide O[C@H]1CN(CC1)CCNC(=O)C1=CC=CN2C1=NC=1C3=C(C=CC1C2=O)C=CC=C3